6-cyano-9-ethyl-N-(4-(ethylsulfonyl)benzyl)-9H-carbazole-3-carboxamide C(#N)C=1C=C2C=3C=C(C=CC3N(C2=CC1)CC)C(=O)NCC1=CC=C(C=C1)S(=O)(=O)CC